ClC1=CC=CC2=C1NC(=N2)C(=O)N2[C@@H](C=1C=CC=NC1[C@@H](C2)O)C (7-Chloro-1H-benzo[d]imidazol-2-yl)((cis)-8-hydroxy-5-methyl-7,8-dihydro-1,6-naphthyridin-6(5H)-yl)methanone